[C@H]12CC(C[C@H](CC1)N2)OC2=CC=C(N=N2)C2=C(C=C(C=C2)N2N=CC=C2)O 2-(6-(((1R,3S,5S)-8-azabicyclo[3.2.1]octan-3-yl)oxy)pyridazin-3-yl)-5-(1H-pyrazol-1-yl)phenol